6-(5-azaspiro[2.4]heptan-5-ylmethyl)-2-cyclopropyl-N-(3-((1S,2R)-1,2-difluoro-1-(4-methyl-4H-1,2,4-triazol-3-yl)propan-2-yl)phenyl)pyrimidine-4-carboxamide C1CC12CN(CC2)CC2=CC(=NC(=N2)C2CC2)C(=O)NC2=CC(=CC=C2)[C@@]([C@H](C2=NN=CN2C)F)(C)F